FC=1C=C(NC(C)C=2C=C(C=C3C(C=C(OC23)N2CCOCC2)=O)C=2C(NNC2)=O)C=C(C1)F 4-[8-[1-(3,5-difluoroanilino)ethyl]-2-morpholino-4-oxo-chromen-6-yl]-1,2-dihydropyrazol-3-one